C(C1=CC=CC=C1)SC1=C(C=C(C=C1)NC([C@H](CC1=CC=CC=C1)NC(OC(C)(C)C)=O)=O)C#N tert-butyl (S)-1-(4-(benzylsulfanyl)-3-cyanophenylamino)-1-oxo-3-phenylpropan-2-ylcarbamate